3-[7-(2-azaspiro[5.5]undecan-9-yl)-1-methyl-indazol-3-yl]piperidine-2,6-dione C1NCCCC12CCC(CC2)C=2C=CC=C1C(=NN(C21)C)C2C(NC(CC2)=O)=O